CNCCOC(=O)N1[C@@H](CCC1)C1CCN(CC1)C1CC2(C1)CN(CC2)C(=O)OCC ethyl 2-{4-[(2S)-1-{[2-(methylamino)ethoxy]carbonyl}pyrrolidin-2-yl]piperidin-1-yl}-6-azaspiro[3.4]octane-6-carboxylate